CC1=C(C(=O)NC(C)C2=CC(=CC3=CC=CC=C23)C2=CC(=CN2)C(=O)OC)C=C(C=C1)N1CCN(CC1)C methyl 5-(4-(1-(2-methyl-5-(4-methylpiperazin-1-yl)benzamido)ethyl)naphthalen-2-yl)-1H-pyrrole-3-carboxylate